[C@H]12CC(C[C@H](CC1)N2)N(C2=CC=C(N=N2)C2=C(C=C(C=C2)C=2N=NNC2)O)C 2-(6-(((1R,3S,5S)-8-azabicyclo[3.2.1]octan-3-yl)(methyl)amino)pyridazin-3-yl)-5-(1H-1,2,3-triazol-4-yl)phenol